2-(4-chloro-benzyl)-1-oxo-3-quinolin-3-yl-1,2,3,4-tetrahydro-isoquinoline-4-carboxylic acid (2-methoxyethyl)-amide COCCNC(=O)C1C(N(C(C2=CC=CC=C12)=O)CC1=CC=C(C=C1)Cl)C=1C=NC2=CC=CC=C2C1